N-(3-aminobicyclo[1.1.1]pent-1-yl)-2-(3-(trifluoromethoxy)cyclobutoxy)acetamide hydrochloride Cl.NC12CC(C1)(C2)NC(COC2CC(C2)OC(F)(F)F)=O